tert-butyl N-[4-[2-[2-[2-[2-(benzyloxycarbonylamino)ethoxy]ethoxy]ethoxy]ethylcarbamoylamino]-7-(tert-butoxycarbonylamino)-4-methyl-heptyl]carbamate C(C1=CC=CC=C1)OC(=O)NCCOCCOCCOCCNC(=O)NC(CCCNC(OC(C)(C)C)=O)(CCCNC(=O)OC(C)(C)C)C